OCCCC1=NCCC1 hydroxypropylazoline